CC1=C(C(=O)N[C@H](C)C2=CC=CC3=CC=CC=C23)C=C(C=C1)NC=1C=NN(C1)C1OCCCC1 2-methyl-N-((R)-1-(naphthalen-1-yl)ethyl)-5-((1-(tetrahydro-2H-pyran-2-yl)-1H-pyrazol-4-yl)amino)benzamide